Nα-(L-tryptophyl)-1-methyl-D-tryptophan N[C@@H](CC1=CNC2=CC=CC=C12)C(=O)N[C@H](CC1=CN(C2=CC=CC=C12)C)C(=O)O